C1(CCCC1)[C@@H](CC(=O)N[C@@H](COC(F)F)C1=CC(=CC=C1)OC(F)F)O (R)-3-cyclopentyl-N-((R)-2-(difluoromethoxy)-1-(3-(difluoromethoxy)phenyl)ethyl)-3-hydroxypropionamide